ClC1=C(C=CC(=C1)F)C1=CC(OC2=CC(=CC=C12)CC(C(=O)OC)COC)=O methyl 3-(4-(2-chloro-4-fluorophenyl)-2-oxo-2H-chromen-7-yl)-2-(methoxymethyl)propanoate